C[C@@H](C(=O)OC[C@]1(O[C@H]([C@@H]2OC(O[C@@H]21)(C)C)C2=CC=C1C(=NC=NN12)N)C#N)CC ((3aS,4R,6S,6aS)-6-(4-aminopyrrolo[2,1-f][1,2,4]triazin-7-yl)-4-cyano-2,2-dimethyltetrahydrofuro[3,4-d][1,3]dioxol-4-yl)methyl (R)-2-methylbutanoate